FC1=CC=C(C=C1)CN(C(=O)NCC1=CC=C(C=C1)OCC(C)C)C[C@@H]1CN(CC1)C (S)-1-(4-fluorophenylmethyl)-1-((1-methylpyrrolidin-3-yl)methyl)-3-(4-isobutoxyphenylmethyl)urea